[Si+2]=O.[Si]([O-])([O-])([O-])[O-].[Pb+2] lead silicate compound with silicon oxide